NC1=C(C=CC(=N1)C1=CC(=C(C(=O)NC2=C(C=CC=C2F)Cl)C=C1F)O[C@H](C(F)(F)F)C)C (S)-4-(6-Amino-5-methylpyridin-2-yl)-N-(2-chloro-6-fluorophenyl)-5-fluoro-2-((1,1,1-trifluoropropan-2-yl)oxy)benzamide